(S)-N-((S)-(3-chloro-2,4-difluorophenyl)(5-chloro-6-(trifluoromethyl)pyridin-3-yl)methyl)-2-oxoimidazolidine-4-carboxamide ClC=1C(=C(C=CC1F)[C@@H](NC(=O)[C@H]1NC(NC1)=O)C=1C=NC(=C(C1)Cl)C(F)(F)F)F